N-[4-[2-(N,N-dimethylamino)ethoxy]benzyl]-3,4-dimethoxybenzamide hydrochloride Cl.CN(C)CCOC1=CC=C(CNC(C2=CC(=C(C=C2)OC)OC)=O)C=C1